ClC1=NC=C(C(=C1)C1=C(C=NC(=C1)C)C(=O)NC=1SC(=NN1)OCC(C)(C)C#N)OC 2'-chloro-N-(5-(2-cyano-2-methylpropoxy)-1,3,4-thiadiazol-2-yl)-5'-methoxy-6-methyl-(4,4'-bipyridine)-3-carboxamide